(E)-N-(4-(1-(6-(4-(5-(2-(2,6-dioxopiperidin-3-yl)-3-oxoisoindoline-4-yl)pent-4-yn-1-yl)piperazin-1-yl)pyridazin-3-carbonyl)piperidin-4-yl)butyl)-3-(pyridin-3-yl)acrylamide O=C1NC(CCC1N1CC2=CC=CC(=C2C1=O)C#CCCCN1CCN(CC1)C1=CC=C(N=N1)C(=O)N1CCC(CC1)CCCCNC(\C=C\C=1C=NC=CC1)=O)=O